4-(2-methylphenyl)-2-{3-[4-(pyrrolidin-1-yl)butyl]ureido}thiophene-3-carboxylic acid ethyl ester C(C)OC(=O)C1=C(SC=C1C1=C(C=CC=C1)C)NC(=O)NCCCCN1CCCC1